ClC1=CC=C(C(=N1)C(=O)O)N[C@H](C)C1=C2N=C(C(=NC2=CC(=C1)C)C#N)N1CCC(CC1)N1N=CC(=C1)C(F)(F)F (R)-6-chloro-3-((1-(2-cyano-7-methyl-3-(4-(4-(trifluoromethyl)-1H-pyrazol-1-yl)piperidin-1-yl)quinoxalin-5-yl)ethyl)amino)picolinic acid